F[P-](F)(F)(F)(F)F.C(CCC)[N+]1=C(C(C2=CC=CC=C12)(C)C)C=CC1=C(C(CCC1)=CC=C1N(C2=CC=CC=C2C1(C)C)CCCC)C1=CC=CC=C1 1-Butyl-2-(2-[3-[2-(1-butyl-3,3-dimethyl-1,3-dihydro-indol-2-ylidene)-ethylidene]-2-phenyl-cyclohex-1-enyl]-vinyl)-3,3-dimethyl-3H-indolium hexafluorophosphate